(7S,7aS)-7-(3-methoxyphenyl)-1-toluenesulfonyl-2,3,5,6,7,7a-hexahydro-1H-indole COC=1C=C(C=CC1)[C@@H]1CCC=C2CCN([C@@H]12)S(=O)(=O)CC1=CC=CC=C1